ethylcarbodiimide HCl Cl.C(C)N=C=N